5-(((Cyclopropylmethyl)amino)methyl)-N-(4'-fluoro-2'-(4-methyl-4H-1,2,4-triazol-3-yl)-[1,1'-biphenyl]-3-yl)-2-oxo-1-(2,2,2-trifluoroethyl)-1,2-dihydropyridine-3-carboxamide C1(CC1)CNCC=1C=C(C(N(C1)CC(F)(F)F)=O)C(=O)NC=1C=C(C=CC1)C1=C(C=C(C=C1)F)C1=NN=CN1C